COC=1C=C2CCNCC2=CC1 6-methoxy-1,2,3,4-tetrahydro-isoquinoline